COC1=C(C=C(C=C1)C2=CC3=C(C=C2)C=C(C=C3)C(=O)O)C45CC6CC(C4)CC(C6)C5 The molecule is a naphthoic acid that is CD437 in which the phenolic hydroxy group has been converted to its methyl ether. It has a role as a dermatologic drug, a non-steroidal anti-inflammatory drug and an EC 2.7.11.22 (cyclin-dependent kinase) inhibitor. It is a monocarboxylic acid, a member of adamantanes and a naphthoic acid. It derives from a CD437.